Cl.ClC=1N=CC2=C(N1)CNCC2 2-chloro-5H,6H,7H,8H-pyrido[3,4-d]pyrimidine hydrochloride